C(=O)O.C[C@H]1N(CCNC1)C=1C=2N(N=C(C1)N1CC3CCC(C1)O3)C(=NC2)C2=NNC=C2 3-(4-((R)-2-methylpiperazin-1-yl)-7-(1H-pyrazol-3-yl)imidazo[1,5-b]pyridazin-2-yl)-8-oxa-3-azabicyclo[3.2.1]octane formate salt